C1(CC1)S(=O)(=O)N1CCC(CC1)NC1=NC=C(C(=N1)C=1C=C(C(N(C1)C(C)C)=O)F)F 5-(2-((1-(cyclopropylsulfonyl)piperidin-4-yl)amino)-5-fluoropyrimidin-4-yl)-3-fluoro-1-isopropylpyridin-2(1H)-one